CCCCCCCCC(CCCCCCCC)OC(CCCCCCCN(CCCCCCCC(OCCCCCCCCC)=O)CCCCC(OC(C(OC(CCCCN(CCCCCCCC(OCCCCCCCCC)=O)CCCCCCCC(=O)OC(CCCCCCCC)CCCCCCCC)=O)C)C)=O)=O Di(heptadecan-9-yl)8,8'-(26,27-dimethyl-11,24,29,42-tetraoxo-10,25,28,43-tetraoxa-19,34-diazadopentacontane-19,34-diyl)dioctanoate